C1(CCCCC1)C(C(C(C)C)(C)C)=NO 1-cyclohexyl-2,2,3-trimethylbutan-1-one oxime